3-(4-amino-2-fluorophenyl)-5-(1-(tetrahydro-2H-pyran-4-yl)-1H-pyrazol-4-yl)pyridin-2-amine NC1=CC(=C(C=C1)C=1C(=NC=C(C1)C=1C=NN(C1)C1CCOCC1)N)F